BrC1=CC(=CC=N1)C1(CCNCC1)S(=O)(=O)C 6-bromo-4-(4-(methylsulfonyl)piperidin-4-yl)pyridin